COC1=C(CNCCC2=CC=CC=C2)C=C(C=C1)OC (2,5-Dimethoxybenzyl)(2-phenylethyl)amine